(2S,4R)-4-fluoro-1-[4-(1H-imidazol-1-yl)butanoyl]-N-[(S)-phenyl[4-(propan-2-yl)phenyl]methyl]pyrrolidine-2-carboxamide F[C@@H]1C[C@H](N(C1)C(CCCN1C=NC=C1)=O)C(=O)N[C@H](C1=CC=C(C=C1)C(C)C)C1=CC=CC=C1